Cl.C(C)N=C=NCCCN(C)C 1-Ethyl-3-[3-(dimethylamino)-propyl]carbodiimide hydrochloride